Methyl 2-(N-tert-butylsulfamoyl)-4-((dimethylamino)methyl)benzoate C(C)(C)(C)NS(=O)(=O)C1=C(C(=O)OC)C=CC(=C1)CN(C)C